5,7-Dichloro-2-[(dimethylamino)methyl]quinolin ClC1=C2C=CC(=NC2=CC(=C1)Cl)CN(C)C